C1(=CC=C(C=C1)NC(CCCCCCCCCCCCCCCCC)=O)NC(CCCCCCCCCCCCCCCCC)=O N,N'-[1,4-phenylene]bis(stearamide)